6,7-difluoro-2-hydrazineyl-N-methyl-N-Phenylquinazolin-4-amine FC=1C=C2C(=NC(=NC2=CC1F)NN)N(C1=CC=CC=C1)C